3-{1-[(2,2-difluorocyclopropyl)methyl]-1H-pyrazol-4-yl}-8-methyl-2-(trifluoromethyl)-4H-pyrimido[1,2-b]pyridazin-4-one FC1(C(C1)CN1N=CC(=C1)C1=C(N=C2N(N=CC(=C2)C)C1=O)C(F)(F)F)F